C(C)(C)(C)C1=C(C=C(C=C1)NC1=CC=C(CN(C(=O)C2CC3=CC=CC=C3C2)O)C=C1)F N-(4-((4-(tert-butyl)-3-fluorophenyl)amino)benzyl)-N-hydroxy-2,3-dihydro-1H-indene-2-carboxamide